C(C)C=1OC(=CC1N(C(=O)N)S(N(C1CN(CCC1)C)C=1C=NN(C1)C)(=O)=O)CC (2,5-diethylfuran-3-yl)-1-[(1-methyl-1H-pyrazol-4-yl)(1-methylpiperidin-3-yl)sulfamoyl]urea